Cyclopropanecarboxylic acid (2-tert-butylamino-pyridin-3-yl)-amide C(C)(C)(C)NC1=NC=CC=C1NC(=O)C1CC1